C(C)(=O)N1CC(C1)N(C([O-])=O)C=1N=CC2=CC(=C(C=C2C1)C1=C(C2=C(OCCN2)N=C1)C)F 1-Acetylazetidin-3-yl-(7-fluoro-6-(8-methyl-2,3-dihydro-1H-pyrido[2,3-b][1,4]oxazin-7-yl)isochinolin-3-yl)carbamat